OC=1C=C(C=NC1)C#CC=1C=C(C=NC1)C(=O)N1CCN(CC1)C1=CC=C(N=N1)C(=O)NS(=O)(=O)C 6-[4-[5-[2-(5-Hydroxypyridin-3-yl)ethynyl]pyridine-3-carbonyl]piperazin-1-yl]-N-methylsulfonylpyridazine-3-carboxamide